FC1=C(C(=CC=C1)OC)C=1C(=CC2=C(N(C(N=C2N2[C@H](CN(CC2)C=C(C)F)C)=O)C=2C(=NC=CC2C)C(C)C)N1)C#N 7-(2-fluoro-6-methoxyphenyl)-4-((S)-4-(2-fluoropropenyl)-2-methylpiperazin-1-yl)-1-(2-isopropyl-4-methylpyridin-3-yl)-2-oxo-1,2-dihydropyrido[2,3-d]pyrimidine-6-carbonitrile